O.O.C(C)(=O)NCCS(=O)(=O)[O-].[Mg+2].C(C)(=O)NCCS(=O)(=O)[O-] magnesium acetyltaurate dihydrate